tert-Butyl(8-(4-(4-cyano-3-fluorophenyl)-5-(5-fluoro-3-methylbenzo[d]isoxazol-6-yl)furan-2-Carbonyl)-8-azabicyclo[3.2.1]octan-3-yl)carbamate C(C)(C)(C)OC(NC1CC2CCC(C1)N2C(=O)C=2OC(=C(C2)C2=CC(=C(C=C2)C#N)F)C2=CC1=C(C(=NO1)C)C=C2F)=O